C1=CC=C(C2=CC=CC=C12)N[C@@H](C)C(=O)O 4-naphthyl-L-alanine